8-(1-bromoethyl)-2-(4,4-dimethyl-1-piperidyl)-6-methoxy-chromen-4-one BrC(C)C=1C=C(C=C2C(C=C(OC12)N1CCC(CC1)(C)C)=O)OC